(2-chloro-3-methyl-phenyl)boronic acid ClC1=C(C=CC=C1C)B(O)O